(S)-3-(3-(3,3-dimethylpiperidin-1-yl)phenyl)-3-((R)-1-(3-(5,6,7,8-tetrahydro-1,8-naphthyridin-2-yl)propyl)piperidine-3-carboxamido)propanoic acid CC1(CN(CCC1)C=1C=C(C=CC1)[C@H](CC(=O)O)NC(=O)[C@H]1CN(CCC1)CCCC1=NC=2NCCCC2C=C1)C